N-(4-(4-((4-(6-fluoro-1H-indol-3-yl)-5-methylpyrimidin-2-yl)amino)piperidine-1-carbonyl)-2-(4-methylpiperazin-1-yl)phenyl)acrylamide FC1=CC=C2C(=CNC2=C1)C1=NC(=NC=C1C)NC1CCN(CC1)C(=O)C1=CC(=C(C=C1)NC(C=C)=O)N1CCN(CC1)C